N-(1-methylpyrrolidin-3-yl)piperidine CN1CC(CC1)N1CCCCC1